C(#N)[C@@H](C[C@@H]1C(NCCC1)=O)NC(=O)[C@H]1N([C@H]2CC([C@@H]1CC2)(F)F)C([C@H](C(C)(C)C)NC(C(F)(F)F)=O)=O (1R,3S,4R)-N-[(1R)-1-cyano-2-[(3R)-2-oxo-3-piperidyl]ethyl]-2-[(2S)-3,3-dimethyl-2-[(2,2,2-trifluoroacetyl)amino]butanoyl]-5,5-difluoro-2-azabicyclo[2.2.2]octane-3-carboxamide